(4-methoxybenzylidene)-1H-1,2,3-triazole-4-carbohydrazide COC1=CC=C(C=NNC(=O)C=2N=NNC2)C=C1